2-(2-(cyclopropanesulfonamido)thiazol-4-yl)-2-methyl-N-(4-(3-methylpyrazin-2-yl)phenyl)propanamide C1(CC1)S(=O)(=O)NC=1SC=C(N1)C(C(=O)NC1=CC=C(C=C1)C1=NC=CN=C1C)(C)C